5-(4-((2-butyramidopyridin-4-yl)methyl)piperazin-1-yl)-N-cyclopropyl-6-fluoropicolinamide C(CCC)(=O)NC1=NC=CC(=C1)CN1CCN(CC1)C=1C=CC(=NC1F)C(=O)NC1CC1